N1C=NC=C2C1=CC=N2 Pyrrolopyrimidine